1-isopropyl-3-(3,5-diisopropylphenyl)-5-methyl-pyrazol-4-ol C(C)(C)N1N=C(C(=C1C)O)C1=CC(=CC(=C1)C(C)C)C(C)C